methyl 1-(7-cyano-6-isobutylbenzo[b]thiophen-2-yl)-1H-pyrazole-4-carboxylate C(#N)C1=C(C=CC2=C1SC(=C2)N2N=CC(=C2)C(=O)OC)CC(C)C